ethyl (6R)-6-[4-(2-pyrrolidin-1-yl-3-pyridyl)piperazin-1-yl]-2-azaspiro-[3.4]octane-2-carboxylate N1(CCCC1)C1=NC=CC=C1N1CCN(CC1)[C@H]1CC2(CN(C2)C(=O)OCC)CC1